CN(C)CC1=CC=C(C=C1)[S@](=O)(NC)=NC(NC1=C2CCCC2=CC=2CCCC12)=O (R)-4-((dimethyl-amino)methyl)-N'-((1,2,3,5,6,7-hexahydro-s-indacen-4-yl)carbamoyl)-N-methyl-benzene-sulfonimidamide